N1(C=CC2=CC=CC=C12)C1=NC(=NC=C1)NC=1C(=CC(=C(C1)NC(\C=C\CN1CCCCC1)=O)N(C)CCN(C)C)OC (E)-N-(5-(4-(1H-indol-1-yl)pyrimidin-2-ylamino)-2-((2-(dimethylamino)ethyl)(methyl)amino)-4-methoxyphenyl)-4-(piperidin-1-yl)but-2-enamide